C(C)OC(=O)C1=NN(C=C1NCC1=CC(=C(C=C1)OC)OC)C1OCCCC1 4-((3,4-dimethoxybenzyl)amino)-1-(tetrahydro-2H-pyran-2-yl)-1H-pyrazole-3-carboxylic acid ethyl ester